CN(C(C)(C)C=1OC(=C(N1)C)C(=O)N1[C@@H](C2=C(CC1)NC=N2)C=2SC1=C(N2)C(=CC=C1)F)C (S)-(2-(2-(dimethylamino)propan-2-yl)-4-methyloxazol-5-yl)(4-(4-fluorobenzo[d]thiazol-2-yl)-6,7-dihydro-1H-imidazo[4,5-c]pyridin-5(4H)-yl)methanone